N1=CC=CC=2CCC/C(/C12)=N/NC(=S)N1CCN(C2(CC2)C1)C1=NC=CC=C1 (Z)-N'-(6,7-dihydroquinolin-8(5H)-ylidene)-4-(pyridin-2-yl)-4,7-diazaspiro[2.5]octane-7-thiohydrazide